tert-butyl 2-(8-bromo-6-cyano-3-(3,5-difluoro-4-methoxyphenyl)-4-oxo-3,4-dihydroquinazolin-2-yl)pyrrolidine-1-carboxylate BrC=1C=C(C=C2C(N(C(=NC12)C1N(CCC1)C(=O)OC(C)(C)C)C1=CC(=C(C(=C1)F)OC)F)=O)C#N